C(C)(C)(C)OC(=O)N[C@@H](CC1=CC=C(C=C1)NS(=O)(=O)O)C=1SC=C(N1)CC(=O)OC (S)-4-(2-(tert-butoxycarbonylamino)-2-(4-(2-methoxy-2-oxoethyl)thiazol-2-yl)ethyl)phenylaminosulfonic acid